FC=1C(=NC=C(C1)F)C(C)NC(OC(C)(C)C)=O tert-butyl (1-(3,5-difluoropyridin-2-yl)ethyl)carbamate